7-Methylthieno[3,2-b]pyridine-2-carboxylic acid CC1=C2C(=NC=C1)C=C(S2)C(=O)O